4-hydroxy-N,N,N,10-tetramethyl-9-oxo-3,5,8-trioxa-4-phosphaundec-10-en-1-aminium OP(OCC[N+](C)(C)C)OCCOC(C(=C)C)=O